(((((1R,2S,5R)-2-carbamoyl-7-oxo-1,6-diazabicyclo[3.2.1]oct-6-yl) oxy) sulfonyl) oxy)-2,2-dimethylpropionate C(N)(=O)[C@H]1N2C(N([C@H](CC1)C2)OS(=O)(=O)OCC(C(=O)[O-])(C)C)=O